4-chloro-2-(4-piperidyl)-5-(tetrahydropyran-3-ylmethylamino)pyridazin-3-one ClC=1C(N(N=CC1NCC1COCCC1)C1CCNCC1)=O